C(C)(C)(C)OC(=O)N1[C@@H](C[C@H](C1)F)COC1=CC(=C(C=C1)C)C(=O)OC.FC1=C(C(=C(C(=C1F)F)F)F)[B-](C1=C(C(=C(C(=C1F)F)F)F)F)(C1=C(C(=C(C(=C1F)F)F)F)F)C1=C(C(=C(C(=C1F)F)F)F)F.C[NH+](CCCCCCCC)CCCCCCCC N-methyl-N,N-dioctylammonium tetrakis(perfluorophenyl)borate (2S,4R)-tert-Butyl-4-fluoro-2-((3-(methoxycarbonyl)-4-methylphenoxy)methyl)pyrrolidine-1-carboxylate